6-azido-2-(4'-azidostyrenyl)benzimidazole ammonium [NH4+].N(=[N+]=[N-])C=1C=CC2=C(N=C(N2)C=CC2=CC=C(C=C2)N=[N+]=[N-])C1